[N+](=O)([O-])C1=C(C=CC(=C1)[N+](=O)[O-])S(=O)(=O)OC=1C=CC=2C(N(C(C3=CC=CC1C23)=O)CCCC)=O 2-butyl-1,3-dioxo-2,3-dihydro-1H-benzo[de]isoquinoline-6-yl 2,4-dinitrobenzenesulfonate